3-(4-amino-7-(1-ethyl-1H-1,2,3-triazol-5-yl)-2-(pyridin-2-ylmethyl)pyrazolo[1,5-a]pyrazin-6-yl)benzonitrile NC=1C=2N(C(=C(N1)C=1C=C(C#N)C=CC1)C1=CN=NN1CC)N=C(C2)CC2=NC=CC=C2